Benzylpenicillic Acid CC(=C)C(=O)C(=C(CC1=CC=CC=C1)C(=O)O)OC